2-methylpropan-2-ol trifluoroacetate FC(C(=O)O)(F)F.CC(C)(C)O